NCC1=CC2=C(N(C(N2)=O)C2CCC(CC2)C(=O)NC2=CC(=C(C=C2)C)OC)C=C1 4-[5-(aminomethyl)-2-oxo-2,3-dihydro-1H-1,3-benzodiazol-1-yl]-N-(3-methoxy-4-methylphenyl)cyclohexane-1-carboxamide